tert-butyl ((1R,2R)-2-aminocyclopentyl)carbamate N[C@H]1[C@@H](CCC1)NC(OC(C)(C)C)=O